FC1=CC=C(C=C1)C1(CC1)NC(=O)C=1C=2C[C@@H]3[C@H](C2N(N1)C1=C(C=C(C=C1)F)F)C3 (1aR,5aR)-2-(2,4-Difluoro-phenyl)-1a,2,5,5a-tetrahydro-1H-2,3-diaza-cyclopropa[a]pentalene-4-carboxylic acid [1-(4-fluoro-phenyl)-cyclopropyl]-amide